tert-butyl (2R,5S)-5-[3-chloro-4-(trifluoromethoxy)benzamido]-2-{5-[2-(trifluoromethoxy)ethoxy]-1,3,4-oxadiazol-2-yl}piperidine-1-carboxylate ClC=1C=C(C(=O)N[C@H]2CC[C@@H](N(C2)C(=O)OC(C)(C)C)C=2OC(=NN2)OCCOC(F)(F)F)C=CC1OC(F)(F)F